7-Oxoheptadecanoic acid O=C(CCCCCC(=O)O)CCCCCCCCCC